[Na+].C(=C)C=1C(=C(C=CC1)S(=O)(=O)[O-])C=C divinylbenzenesulphonate sodium salt